(R)-3-(3-(difluoromethoxy)phenyl)-N-(3-(hydroxymethyl)tetrahydrofuran-3-yl)-1-isopropyl-1H-pyrazolo[4,3-b]pyridine-6-carboxamide FC(OC=1C=C(C=CC1)C1=NN(C=2C1=NC=C(C2)C(=O)N[C@@]2(COCC2)CO)C(C)C)F